ClC=1C(=NC(=NC1)NC1=CC(=C(C=C1)N1CCC(CC1)N1CCN(CC1)C)C)NC1=C(C=CC=C1)C(C)S(=O)(=O)C 5-chloro-N2-[3-methyl-4-[4-(4-methylpiperazin-1-yl)-1-piperidinyl]phenyl]-N4-[2-(1-methylsulfonylethyl)phenyl]pyrimidine-2,4-diamine